methyl 3-(5-(benzyloxy)-1-(3,3-difluorocyclobutyl)-2-isopropyl-1H-indol-3-yl)benzoate C(C1=CC=CC=C1)OC=1C=C2C(=C(N(C2=CC1)C1CC(C1)(F)F)C(C)C)C=1C=C(C(=O)OC)C=CC1